dl-2-(2-chlorophenyl)-2-(methylamino)cyclohexanone sodium 2-(2-octadecanoyloxypropanoyloxy)propanoate C(CCCCCCCCCCCCCCCCC)(=O)OC(C(=O)OC(C(=O)[O-])C)C.[Na+].ClC1=C(C=CC=C1)C1(C(CCCC1)=O)NC